Sodium (2R,3R,4S,5S)-2,3,4,5-tetrahydroxy-6-oxo-6-(pentylamino)hexyl sulfate S(=O)(=O)(OC[C@H]([C@H]([C@@H]([C@@H](C(NCCCCC)=O)O)O)O)O)[O-].[Na+]